C(C)(=O)C1=NN(C2=CC=C(C=C12)C1=CC=2N(C=C1)N=C(N2)C)CC(=O)N2[C@@H](C[C@H](C2)F)C(=O)NC2=NC(=CC=C2)Br (2S,4R)-1-(2-(3-acetyl-5-(2-methyl-[1,2,4]triazolo[1,5-a]pyridin-7-yl)-1H-indazol-1-yl)acetyl)-N-(6-bromopyridin-2-yl)-4-fluoropyrrolidine-2-carboxamide